O1CCCC=C1 R-2,3-dihydropyran